L-1,4-dimercaptobenzene SC1=CC=C(C=C1)S